C(C)OC(C1=C(C(=CC=C1)N)F)=O 3-amino-2-fluorobenzoic acid ethyl ester